C(CCC)N1C(NC(C2=CC=CC=C12)=O)=O (butyl)quinazoline-2,4(1h,3h)-dione